(S)-2-amino-5-(2-fluorophenyl)-4-oxo-4,5-dihydrofuran-3-yl-5-d phenylmethanesulfonate C1(=CC=CC=C1)CS(=O)(=O)OC1=C(O[C@@](C1=O)([2H])C1=C(C=CC=C1)F)N